2-(2-(2-Fluoropyridin-4-Yl)-6-isopropyl-4-(methoxymethyl)phenyl)-acetic acid tert-butyl ester C(C)(C)(C)OC(CC1=C(C=C(C=C1C(C)C)COC)C1=CC(=NC=C1)F)=O